C(CCCCCCCCCCCCCCCCCCCCC)(=O)OC[C@@H](OC(CCCCCCCCCC)=O)COP(=O)([O-])OCC[N+](C)(C)C 1-docosanoyl-2-undecanoyl-sn-glycero-3-phosphocholine